S1C(=NC=C1)/C=C/C(=O)O (2E)-3-(1,3-Thiazol-2-yl)prop-2-enoic acid